FC(C1CNC1)(F)F 3-trifluoromethylazetidine